N-(8,9-Difluoro-6-oxo-1,2,3,4,5,6-hexahydrobenzo[c][1,7]naphthyridin-1-yl)-N-methylbenzo[d]thiazole-5-carboxamide FC=1C(=CC2=C(C(NC=3CNCC(C23)N(C(=O)C=2C=CC3=C(N=CS3)C2)C)=O)C1)F